didecyl-tin C(CCCCCCCCC)[Sn]CCCCCCCCCC